3-(imidazo[1,2-b]pyridazin-6-yl)-N-(1-(1-methylpiperidin-4-yl)-1H-pyrazol-4-yl)-1H-pyrrolo[2,3-b]pyridine-5-carboxamide N=1C=CN2N=C(C=CC21)C2=CNC1=NC=C(C=C12)C(=O)NC=1C=NN(C1)C1CCN(CC1)C